P(OOCC)(OOCC)([O-])=S diethoxy phosphorothioate